2-(difluoromethyl)-N-(3,3-difluoropiperidin-4-yl)-5-((4-methylthiazol-5-yl)methoxy)benzofuran FC(C=1OC2=C(C1)C=C(C=C2)OCC2=C(N(CS2)C2C(CNCC2)(F)F)C)F